5-((2-((4-(6-bromo-1-methyl-3-nitro-2-oxo-1,2-dihydro-1,5-naphthyridin-4-yl)piperazin-1-yl)(4-fluorophenyl)methyl)-5-fluorophenoxy)methyl)nicotinonitrile BrC=1N=C2C(=C(C(N(C2=CC1)C)=O)[N+](=O)[O-])N1CCN(CC1)C(C1=C(OCC=2C=NC=C(C#N)C2)C=C(C=C1)F)C1=CC=C(C=C1)F